N-(N,N-dimethyl-1,2,3,4-tetrahydro-2-aminodibenzo-fur-8-yl)isoquinoline-1-carboxamide dichloroacetate ClC(C(=O)O)Cl.CN(C1CC2=C(OC3=C2C=C(C=C3)NC(=O)C3=NC=CC2=CC=CC=C32)CC1)C